C(N)(O)=O.C/1=C\CCCCCC1 trans-cyclooctene carbamate